CC(=O)N[C@H](CC1=CC=CC=C1)C(=O)[O-] The molecule is an N-acyl-D-alpha-amino acid anion that is the conjugate base of N-acetyl-D-phenylalanine, arising from the deprotonation of the carboxy group; major species at pH 7.3. It is a conjugate base of a N-acetyl-D-phenylalanine. It is an enantiomer of a N-acetyl-L-phenylalaninate.